1-[(2S,4R)-2-[4-(4-benzyloxypiperidine-1-carbonyl)-1H-imidazol-2-yl]-4-hydroxy-pyrrolidin-1-yl]-2-(3-methoxyisoxazol-5-yl)-3-methyl-butan-1-one C(C1=CC=CC=C1)OC1CCN(CC1)C(=O)C=1N=C(NC1)[C@H]1N(C[C@@H](C1)O)C(C(C(C)C)C1=CC(=NO1)OC)=O